6-chloro-N-[5-(difluoromethoxy)-4,6-dimethoxy-pyrimidin-2-yl]-7-pyrazol-1-yl-1H-indole-3-sulfonamide ClC1=CC=C2C(=CNC2=C1N1N=CC=C1)S(=O)(=O)NC1=NC(=C(C(=N1)OC)OC(F)F)OC